[Ar].[C].[Al] aluminium carbon argon